C(C)N(CC)CCOC(C=C[C@]1([C@H](CCC1)OCCOC1OCCCC1)OCCOC1OCCCC1)=O (1R,2S)-1,2-bis(2-((tetrahydro-2H-pyran-2-yl)oxy)ethoxy)cyclopentaneacrylic acid-N,N-diethylaminoethyl ester